1-(3-(pyridin-4-yl)-1-((2-(trimethylsilyl)ethoxy)methyl)-1H-pyrazol-5-yl)-4-(4-(trifluoromethyl)phenyl)piperidin-2-one N1=CC=C(C=C1)C1=NN(C(=C1)N1C(CC(CC1)C1=CC=C(C=C1)C(F)(F)F)=O)COCC[Si](C)(C)C